CN(CCSCC(=O)NCCCC(OCCCCCCCCCCC)=O)C 2-((2-(dimethylamino)ethyl)thio)-N-(4-oxo-4-(undecyloxy)butyl)acetamid